Tin methanesulfonic acid CS(=O)(=O)O.[Sn]